2-methyl-6,7-dichloro-5,8-quinolinedione CC1=NC=2C(C(=C(C(C2C=C1)=O)Cl)Cl)=O